CC1=CC=CC(=N1)C1=NNC=C1C1=NC2=CC(=CN=C2C=C1)C=1N=NN(C1)C1=NC=CC=C1 2-[3-(6-methyl-2-pyridyl)-1H-pyrazol-4-yl]-7-[1-(2-pyridyl)triazol-4-yl]-1,5-naphthyridine